cyclopropyl(5-((4R)-4-(4-fluoropyrazolo[1,5-a]pyridin-2-yl)-1,4,6,7-tetrahydro-5H-imidazo[4,5-c]pyridin-5-yl)pyrazin-2-yl)methanol C1(CC1)C(O)C1=NC=C(N=C1)N1[C@H](C2=C(CC1)NC=N2)C2=NN1C(C(=CC=C1)F)=C2